(S)-3-(isoquinolin-4-yl)-1-(2-methoxy-6-(trifluoromethyl)pyridin-3-yl)-2-oxoimidazoline-4-carbonitrile C1=NC=C(C2=CC=CC=C12)N1C(N(C[C@H]1C#N)C=1C(=NC(=CC1)C(F)(F)F)OC)=O